benzyl (2-bromo-ethyl)-carbamate BrCCNC(OCC1=CC=CC=C1)=O